N1=CC=C(C=C1)C(CC(=O)O)C1(CC1)C(F)(F)F 3-(pyridin-4-yl)-3-[1-(trifluoromethyl)cyclopropyl]propanoic acid